S(N)(=O)(=O)C=1C=C(C=CC1C1=CN=C(S1)C(F)(F)F)CC(=O)N 3-sulfamoyl-4-[2-(trifluoromethyl)-1,3-thiazol-5-yl]Phenyl-acetamide